N1C[C@@H](CCCC1)N(C(C1=C(C=C(C=C1)NC1=NC=CC=N1)F)=O)C1=NC=CC2=CC=CC(=C12)C (R)-N-(azepan-3-yl)-2-fluoro-N-(8-methylisoquinolin-1-yl)-4-(pyrimidin-2-ylamino)benzamide